N1=C(N=CC(=C1)[C@H]1[C@@H](C1)C=1C2=CN(N=C2C(=CC1)F)CCCOC)C1=NC=CC=N1 trans-4-(2-([2,2'-Bipyrimidin]-5-yl)cyclopropyl)-7-fluoro-2-(3-methoxypropyl)-2H-indazole